4-(5-butyl-1,2-oxazol-3-yl)aniline C(CCC)C1=CC(=NO1)C1=CC=C(N)C=C1